FC1=C(C(=C(C=C1OC)OC)F)N1C(N(C2=C(C1)C=NC1=C2C=CN1S(=O)(=O)C1=CC=CC=C1)CC)=O 3-(2,6-difluoro-3,5-dimethoxyphenyl)-1-ethyl-7-(phenylsulfonyl)-1,3,4,7-tetrahydro-2H-pyrrolo[3',2':5,6]pyrido[4,3-d]pyrimidin-2-one